methyl-6,7,8,9-tetrahydropyrido[3',2':4,5]pyrrolo[1,2-a]pyrazine-3-carbonitrile CC=1C(=CC=2C=C3N(CCNC3)C2N1)C#N